CS(=O)(=O)C=1N=CC=2C(N(C=3C=CC=CC3C2N1)CCC(=O)OC(C)(C)C)=O tert-butyl 3-(2-methylsulfonyl-5-oxopyrimido[5,4-c]quinolin-6(5H)-yl)propanoate